C(=C)N1C2=CC=CC=C2C=2C=C(C=CC12)C1(OC(=O)C2=CC(=CC=C12)N(C)C)C=1C=CC=2N(C3=CC=CC=C3C2C1)C=C bis(9-vinylcarbazole-3-yl)-6-dimethylaminophthalide